C[C@@H]1N(CC1)C=1N=C(C2=C(N1)CCC2)C=2C=CC(=NC2)N2CCOCC2 (S)-4-(5-(2-(2-methylazetidin-1-yl)-6,7-dihydro-5H-cyclopenta[d]pyrimidin-4-yl)pyridin-2-yl)morpholine